N-acetyl-N-methyl-2-(4-nitro-1,3-dioxoisoindolin-2-yl)propanamide C(C)(=O)N(C(C(C)N1C(C2=CC=CC(=C2C1=O)[N+](=O)[O-])=O)=O)C